(4Z)-4-[(6-bromo-1,3-benzodioxol-5-yl)methylidene]-1-(4-iodophenyl)pyrazolidine-3,5-dione BrC=1C(=CC2=C(OCO2)C1)\C=C/1\C(NN(C1=O)C1=CC=C(C=C1)I)=O